CC1(N(C[C@H](C1)CCCOC1=NC(=CC=C1C)S(N)(=O)=O)C(=O)OC(C)(C)C)C tert-Butyl (4S)-2,2-dimethyl-4-[3-[(3-methyl-6-sulfamoyl-2-pyridyl)oxy]propyl]pyrrolidine-1-carboxylate